C(C)C(C(C(C(=O)O)(CC)CC)(O)C(=O)O)C(=O)O.C(C)C(C(C(C(=O)O)(CC)CC)(O)C(=O)O)C(=O)O.FC=1C(=C2C(=NC1)NC(=C2)C2OCC(NC2)=O)C2CCN(CC2)C(C2=CC=C(C=C2)OC(F)(F)F)=O 6-(5-fluoro-4-{1-[4-(trifluoromethoxy)benzoyl]piperidin-4-yl}-1H-pyrrolo[2,3-b]pyridin-2-yl)morpholin-3-one Triethyl-citrate (Triethyl-citrate)